6-allyl-N-[4-(4-methylpiperazin-1-yl)phenyl]-6H-pyrido[2,3-c]pyrimido[4,5-e][1,2]thiazin-2-amine C(C=C)N1SC2=C(C3=C1N=CC=C3)N=C(N=C2)NC2=CC=C(C=C2)N2CCN(CC2)C